(S)-tert-butyl (4-((3,3-dimethylbutyl)thio)-1-oxo-1-(pyridin-3-ylamino)butan-2-yl)carbamate CC(CCSCC[C@@H](C(NC=1C=NC=CC1)=O)NC(OC(C)(C)C)=O)(C)C